OC1=C(C(C(C(=C1CC=C(C)C)O)(CC=C(C)C)O)=O)C(C(CC)C)=O 3,5,6-trihydroxy-2-(2-methyl-1-oxobutyl)-4,6-diprenylcyclohexa-2,4-dien-1-one